((1-(4,4-difluoro-3-(3-fluoro-1H-pyrazol-1-yl)butanoyl)-4-hydroxypiperidin-4-yl)methyl)-2-methyl-3-(1-(methylamino)-2,3-dihydro-1H-inden-5-yl)-2H-pyrazolo[4,3-d]pyrimidin-7(6H)-one FC(C(CC(=O)N1CCC(CC1)(O)CC=1NC(C=2C(N1)=C(N(N2)C)C=2C=C1CCC(C1=CC2)NC)=O)N2N=C(C=C2)F)F